Sodium cumene C1(=CC=CC=C1)C(C)C.[Na]